2-(4-(4-((4-chloro-2-fluorobenzyl)oxy)-5-fluoropyrimidin-2-yl)cyclohex-3-en-1-yl)ethan-1-ol ethyl-(2-hydroxyethyl)glycinate C(C)N(CC(=O)OCCC1CC=C(CC1)C1=NC=C(C(=N1)OCC1=C(C=C(C=C1)Cl)F)F)CCO